N-((1-methylazetidin-3-yl)methyl)quinazoline-2-carboxamide CN1CC(C1)CNC(=O)C1=NC2=CC=CC=C2C=N1